N[C@H]1[C@H](CCC1C)OC1OC(C2=CC=CC=C12)=O (((1S,2R,5S)-2-amino-3-methylcyclopentyl)oxy)isobenzofuran-1(3H)-one